ClC=1C=C(C=CC1)[C@H](C)N1C(=NC2=C1C=C(C(=C2)F)F)N2C[C@H]([C@@H](CC2)F)N (3r,4r)-1-(1-((1S)-1-(3-chlorophenyl)ethyl)-5,6-difluoro-1H-benzoimidazol-2-yl)-4-fluoro-3-piperidinamine